N-[3-[2-(difluoromethoxy)-5-methylsulfanyl-phenyl]-1-[2-[[(3R)-tetrahydrofuran-3-yl]amino]ethyl]pyrazol-4-yl]pyrazolo[1,5-a]pyrimidine-3-carboxamide FC(OC1=C(C=C(C=C1)SC)C1=NN(C=C1NC(=O)C=1C=NN2C1N=CC=C2)CCN[C@H]2COCC2)F